6-trifluoromethylbenzo[d]thiazole FC(C1=CC2=C(N=CS2)C=C1)(F)F